[C@H](C)(CC)[C@@H]1N(CC2=C(NC1=O)C=CC=C2)C(=O)C=2NC=CN2 (S)-3-((S)-sec-butyl)-4-(1H-imidazole-2-carbonyl)-1,3,4,5-tetrahydro-2H-benzo[e][1,4]diazepin-2-one